The molecule is a limonoid that is salannin in which the acetyloxy group at position 6 is replaced by a hydroxy group. It has been isolated from Azadirachta indica. It has a role as an anti-inflammatory agent and a plant metabolite. It is a member of furans, a limonoid, an organic heteropentacyclic compound and a methyl ester. It derives from a tiglic acid and a salannin. C/C=C(\\C)/C(=O)O[C@H]1C[C@H]([C@]2(CO[C@@H]3[C@@H]2[C@]1([C@H]([C@]4([C@@H]3O[C@H]5C4=C([C@@H](C5)C6=COC=C6)C)C)CC(=O)OC)C)C)O